C(CCCCCCCCCCC)(=O)C(NCCC)C(CCCCCCCCCCC)=O dilauroyl-propyl-methylamine